1-([1,1':3',1''-terphenyl]-5'-yl)-6-chloro-1H-pyrrolo[2,3-b]pyridine C1(=CC=CC=C1)C1=CC(=CC(=C1)N1C=CC=2C1=NC(=CC2)Cl)C2=CC=CC=C2